BrC=1N=NN(C1)COCC[Si](C)(C)C 2-[(4-bromotriazol-1-yl)methoxy]ethyl-trimethyl-silane